tert-butyl (2-(4-hydroxycyclohexyl)ethyl)(4-methoxybenzyl)carbamate OC1CCC(CC1)CCN(C(OC(C)(C)C)=O)CC1=CC=C(C=C1)OC